[C@]12(COC[C@H]2C1)C(=O)O |r| Rac-(1S,5S)-3-oxabicyclo[3.1.0]hexane-1-carboxylic acid